2-(3-(4-(1-(4-Methoxybenzyl)-4-(5-methyloxazol-2-yl)-2-oxo-2,3-dihydro-1H-benzo[b]azepin-8-yl)-1H-pyrazol-1-yl)azetidin-3-yl)acetonitrile COC1=CC=C(CN2C3=C(C=C(CC2=O)C=2OC(=CN2)C)C=CC(=C3)C=3C=NN(C3)C3(CNC3)CC#N)C=C1